(S)-6-chloro-2-(hydroxymethyl)-2H-benzo[b][1,4]oxazine-4(3H)-carboxylic acid tert-butyl ester C(C)(C)(C)OC(=O)N1C2=C(O[C@@H](C1)CO)C=CC(=C2)Cl